(4R)-5-chloro-N-[(1S,2R)-2-(6-fluoro-2,3-dimethylphenyl)-1-(2H-1,2,3,4-tetrazol-5-yl)propyl]-4-hydroxy-4-methyl-3,4-dihydro-2H-1-benzopyran-8-sulfonamide ClC1=CC=C(C2=C1[C@](CCO2)(C)O)S(=O)(=O)N[C@@H]([C@H](C)C2=C(C(=CC=C2F)C)C)C=2N=NNN2